ClC1=C(C=CC=C1)[C@H](C(=O)N1CC2=NN(C=C2C1)S(=O)(=O)C1=NN(C=N1)CC(F)F)CO (2S)-2-(2-chlorophenyl)-1-{2-[1-(2,2-difluoroethyl)-1,2,4-triazol-3-ylsulfonyl]-4H,6H-pyrrolo[3,4-c]pyrazol-5-yl}-3-hydroxypropan-1-one